5-(((6-Chloropyridazin-3-yl)oxy)methyl)-1-(4-(difluoromethyl)phenyl)-1H-pyrazole-4-carbonitrile ClC1=CC=C(N=N1)OCC1=C(C=NN1C1=CC=C(C=C1)C(F)F)C#N